(1S,2R,3S,4S,6R)-3-(2-aminopyrimidin-5-yl)-N-(3,4-dichlorophenyl)-6-fluoro-7-Oxabicyclo[2.2.1]Heptane-2-carboxamide NC1=NC=C(C=N1)[C@@H]1[C@H]([C@H]2[C@@H](C[C@@H]1O2)F)C(=O)NC2=CC(=C(C=C2)Cl)Cl